C(C)C1=CC=C2C=NN(C2=C1NS(=O)(=O)C=1C=NN(C1)C1=CC(=NC(=C1)C(F)(F)F)N1CCOCC1)C N-(6-ETHYL-1-METHYL-INDAZOL-7-YL)-1-[2-MORPHOLINO-6-(TRIFLUOROMETHYL)-4-PYRIDYL]PYRAZOLE-4-SULFONAMIDE